C(CCCCCCCCCCCCCCCCC)NCCC(=O)OC methyl β-stearylaminopropionate